2-(5-Methyl-2-(2-oxo-1,2-dihydroquinolin-6-yl)piperidin-1-yl)-2-oxoacetic acid CC1CCC(N(C1)C(C(=O)O)=O)C=1C=C2C=CC(NC2=CC1)=O